5-(phenyldiazenyl)pyrimidine-4,6-diamine C1(=CC=CC=C1)N=NC=1C(=NC=NC1N)N